ethyl 2-[methyl(5-methyl-6-{[(2Z)-3-{[2-(trimethylsilyl)ethoxy]methyl}-2,3-dihydro-1,3-benzothiazol-2-ylidene]amino}pyridazin-3-yl)amino]-1,3-thiazole-4-carboxylate CN(C=1SC=C(N1)C(=O)OCC)C=1N=NC(=C(C1)C)\N=C\1/SC2=C(N1COCC[Si](C)(C)C)C=CC=C2